(R)-2-(2,6-difluorophenyl)-4-((4-(1,1,1-trifluoro-2-hydroxy-propan-2-yl)phenyl)amino)-6,7-dihydro-5H-pyrrolo[3,4-d]pyrimidin-5-one FC1=C(C(=CC=C1)F)C=1N=C(C2=C(N1)CNC2=O)NC2=CC=C(C=C2)[C@@](C(F)(F)F)(C)O